IC=1N(C2=CC=CC(=C2C1)NC1CCN(CC1)CC(COC)O)CCC 1-(4-((2-iodo-1-propyl-1H-indol-4-yl)amino)piperidin-1-yl)-3-methoxypropan-2-ol